FC=1C(=NC=CC1)C1=NC=C(C=C1C(=O)N1[C@@H]2[C@@H](C[C@H](C1)C2)NC2=NC=C(N=C2)C(F)(F)F)C (3'-fluoro-5-methyl-[2,2'-bipyridin]-3-yl)((1S,4S,6R)-6-((5-(trifluoromethyl)pyrazin-2-yl)amino)-2-azabicyclo[2.2.1]hept-2-yl)methanone